3-{[tert-butyl-(diphenyl)silyl]oxy}pentanol C(C)(C)(C)[Si](OC(CCO)CC)(C1=CC=CC=C1)C1=CC=CC=C1